BrC1=C(N=C(S1)NC(OC(C)(C)C)=O)C1=CC(=C(C=C1)F)Cl tert-butyl (5-bromo-4-(3-chloro-4-fluorophenyl)thiazol-2-yl)carbamate